FC(OC1=C(C(=O)N[C@H]2[C@H](CC2)O)C(=CC(=C1)C1=CN=C2N1C=CC(=C2)OCCCN2CCCCC2)OC)F 2-(difluoromethoxy)-N-[(1R,2S)-2-hydroxycyclobutyl]-6-methoxy-4-[7-[3-(1-piperidyl)propoxy]imidazo[1,2-a]pyridin-3-yl]benzamide